ClC=1C(=NC=C(C1)[N+](=O)[O-])N1N=NC=2C=NC=CC21 1-(3-chloro-5-nitropyridin-2-yl)-[1,2,3]triazolo[4,5-c]pyridine